tert-butyl (2S)-4-[7-chloro-8-fluoro-2-[[(2S,4R)-4-fluoro-1-methyl-pyrrolidin-2-yl]methoxy]pyrido[4,3-d]pyrimidin-4-yl]-2-(cyanomethyl)piperazine-1-carboxylate ClC1=C(C=2N=C(N=C(C2C=N1)N1C[C@@H](N(CC1)C(=O)OC(C)(C)C)CC#N)OC[C@H]1N(C[C@@H](C1)F)C)F